6-([1,3]dioxolo[4,5-g]benzofuran-7-yl)-2-methoxyimidazo[2,1-b][1,3,4]thiadiazole O1COC=2C1=C1C(C=C(O1)C=1N=C3SC(=NN3C1)OC)=CC2